Methylthiomethyldimethoxysilane CSC[SiH](OC)OC